ClC1=C(C=C(C=C1)NC(OC1=CC=CC=C1)=O)C phenyl (4-chloro-3-methylphenyl)carbamate